manganese acetate oxalate C(C(=O)[O-])(=O)[O-].C(C)(=O)[O-].[Mn+3]